CN1C(=NN=C1)CC1(CC(C1)C#N)C=1C=C2C(NCC2=CC1)=O 3-((4-Methyl-4H-1,2,4-triazol-3-yl)methyl)-3-(3-oxoisoindolin-5-yl)cyclobutane-1-carbonitrile